4-nitrophenyl (E)-3-(4-((diethoxyphosphoryl)difluoromethyl)phenyl)acrylate C(C)OP(=O)(OCC)C(C1=CC=C(C=C1)/C=C/C(=O)OC1=CC=C(C=C1)[N+](=O)[O-])(F)F